5-trifluoromethanesulfonyl-3,6-dihydro-2H-pyridine-1-carboxylic acid tert-butyl ester C(C)(C)(C)OC(=O)N1CCC=C(C1)S(=O)(=O)C(F)(F)F